4-amino-N'-(cyclopropanecarbonyl)-N-(2,5-difluoro-4-(1-(trifluoromethyl)-1H-pyrazol-4-yl)benzyl)-N',1-dimethyl-1H-pyrazolo[4,3-c]quinoline-8-carbohydrazide NC1=NC=2C=CC(=CC2C2=C1C=NN2C)C(=O)N(N(C)C(=O)C2CC2)CC2=C(C=C(C(=C2)F)C=2C=NN(C2)C(F)(F)F)F